citronellol methylcrotonate C/C(/C(=O)OCCC(CCC=C(C)C)C)=C\C